BrC(C)(C(CC\C(=C\CC[C@]1(OC2=C(C(=C(C(=C2CC1)C)O[Si](C)(C)C(C)(C)C)C)C)C)\C)O)C (E)-2-bromo-9-((R)-6-((tert-butyldimethylsilyl)oxy)-2,5,7,8-tetramethyl-chroman-2-yl)-2,6-dimethylnon-6-en-3-ol